6-tert-butoxycarbonyl-3,6-diazabicyclo[3.1.1]-heptane C(C)(C)(C)OC(=O)N1C2CNCC1C2